CC1=C(C(=C(C(=C1O)C1=CC=CC=C1)C1=CC=CC=C1)S(=O)(=O)C1=CC=C(C=C1)O)C dimethyldiphenyl-4,4'-sulfonyldiphenol